3,7-dimethyl-2-octenoic acid CC(=CC(=O)O)CCCC(C)C